5-(1-aminoethyl)-2-(trifluoromethyl)pyridine 1-oxide hydrochloride Cl.NC(C)C=1C=CC(=[N+](C1)[O-])C(F)(F)F